tert-Butyl (3-cyano-7-fluoro-4-(5-fluoro-3-((S)-3-((2-methoxyethyl)(methyl)amino)pyrrolidin-1-yl)-7,9-dihydrofuro[3,4-f]quinazolin-6-yl)thieno[3,2-c]pyridin-2-yl)carbamate C(#N)C1=C(SC2=C1C(=NC=C2F)C=2C1=C(C=3C=NC(=NC3C2F)N2C[C@H](CC2)N(C)CCOC)COC1)NC(OC(C)(C)C)=O